C(C)(=O)NC(C(=O)O)CCOCCOCC1=CC=CC=C1 2-acetamido-4-(2-benzyloxyethoxy)butanoic acid